FC1=C(C=CC=C1)C=1SC(=C(N1)C)C(=O)O 2-(2-fluorophenyl)-4-methyl-thiazole-5-carboxylic acid